Cl.N(N)CC1=CC=C(C=C1)C=1NC=C(N1)C(F)(F)F 2-(4-(hydrazineylmethyl)phenyl)-4-(trifluoromethyl)-1H-imidazole hydrochloride